N-[1-ethyl-1-[[(1S)-1-(hydroxymethyl)-3-methylbutyl]carbamoyl]propyl]-5-(3-fluoroazetidin-1-yl)-6-[[(1R,2R)-2-(hydroxymethyl)cyclopropyl]methoxy]pyridine-2-carboxamide C(C)C(CC)(C(N[C@@H](CC(C)C)CO)=O)NC(=O)C1=NC(=C(C=C1)N1CC(C1)F)OC[C@H]1[C@@H](C1)CO